2-tert-Butyl-4-fluoro-1-(methoxymethoxy)benzene C(C)(C)(C)C1=C(C=CC(=C1)F)OCOC